O(C1=CC=CC=C1)CCNC1(COCC1)C(=O)N[C@@H](C)C1=CC=C(C(=O)OC)C=C1 Methyl 4-[(1S)-1-[[3-(2-phenoxyethylamino)tetrahydrofuran-3-carbonyl]amino]ethyl]benzoate